C(CCC)[C@H]1CS(C2=C(N(C1)C1=CC=C(C=C1)F)C=C(C(=C2)O/C=C/C(=O)O)SCC)(=O)=O (R)-(E)-3-((3-butyl-7-(ethylthio)-5-(4-fluorophenyl)-1,1-dioxido-2,3,4,5-tetrahydro-1,5-benzothiazepin-8-yl)oxy)acrylic acid